[Br-].C(=C)N1C=[N+](C=C1)NCC 1-vinyl-3-ethylaminoimidazolium bromide salt